(Z)-hexadeca-1-yl acetate C(C)(=O)OCCCCCCCCCCCCCCCC